N1N=CC2=CC(=CC=C12)NC1=NC(=NC=C1)C1=CC=C2C=C(NC2=C1)C(=O)N1CC2CNCC2C1 (6-(4-((1H-indazol-5-yl)amino)pyrimidin-2-yl)-1H-indol-2-yl)(hexahydro-pyrrolo[3,4-c]pyrrol-2(1H)-yl)methanone